C1(=CC=CC=C1)C1=NC(=CC(=N1)C=1C=C(C=C(C1)N1C2=CC=CC=C2C=2C=C(C=CC12)C(C)(C)C)N1C2=CC=CC=C2C=2C=C(C=CC12)C(C)(C)C)C1=CC=CC=C1 9,9'-(5-(2,6-diphenylpyrimidin-4-yl)-1,3-phenylene)bis(3-(tert-butyl)-9H-carbazole)